2-[(1S,4S,5R)-5-{[1-cyclopropyl-4-(2,6-dichlorophenyl)-1H-pyrazol-5-yl]methoxy}-2-azabicyclo[2.2.1]heptan-2-yl]-4-[(3S)-oxolan-3-yl]-1,3-benzothiazole-6-carboxylic acid C1(CC1)N1N=CC(=C1CO[C@H]1[C@@H]2CN([C@H](C1)C2)C=2SC1=C(N2)C(=CC(=C1)C(=O)O)[C@H]1COCC1)C1=C(C=CC=C1Cl)Cl